CC1N(CCCC1)S(=O)(=O)C1=C(C=CC=C1)C(F)(F)F 2-methyl-1-((2-(trifluoromethyl)phenyl)sulfonyl)piperidine